Acetic acid [(1R,2S,5R)-2-isopropyl-5-methylcyclohexyl] ester C(C)(C)[C@H]1[C@@H](C[C@@H](CC1)C)OC(C)=O